3-Isopropyl-2-(4-(piperidin-1-yl)phenyl)-7-(1-trityl-1H-imidazol-4-yl)imidazo[2,1-f][1,2,4]triazin-4(3H)-one C(C)(C)N1C(=NN2C(C1=O)=NC=C2C=2N=CN(C2)C(C2=CC=CC=C2)(C2=CC=CC=C2)C2=CC=CC=C2)C2=CC=C(C=C2)N2CCCCC2